ClC=1C=NN(C1C1=NN2C(N(C(CC2)=O)CC2=CC(=C(C=C2)C=2N(C=C(N2)C(F)(F)F)C(C)C)OC)=N1)C(C)C 2-(4-chloro-1-isopropyl-1H-pyrazol-5-yl)-4-(4-(1-isopropyl-4-(trifluoromethyl)-1H-imidazol-2-yl)-3-methoxybenzyl)-6,7-dihydro-[1,2,4]triazolo[1,5-a]pyrimidin-5(4H)-one